Pyrosulfite S(=O)(=O)([O-])S(=O)[O-]